1-(4-benzylpiperazin-1-yl)-3-(3,5-dimethyl-1-(3-methylimidazo[1,2-b]pyridazin-6-yl)-1H-pyrazol-4-yl)propan-1-one C(C1=CC=CC=C1)N1CCN(CC1)C(CCC=1C(=NN(C1C)C=1C=CC=2N(N1)C(=CN2)C)C)=O